3-(tert-butyl)-2-ethyl-4-(2-ethoxy-2-oxo-N-(4-phenyl-3,4-dihydro-2H-benzo[b][1,4]oxazin-6-yl)acetamido)-5-nitrothiophene-2,3-dicarboxylate C(C)(C)(C)C1(C(SC(=C1N(C(C(=O)OCC)=O)C1=CC2=C(OCCN2C2=CC=CC=C2)C=C1)[N+](=O)[O-])(C(=O)[O-])CC)C(=O)[O-]